ClC1=C(C(=CC=C1)F)C1OC(=C(C1=O)OC(C)=O)N 2-(2-chloro-6-fluorophenyl)-4-(acetoxy)-5-amino-3(2H)-furanone